N-((S)-1-Cyclopropyl-ethyl)-3-[3-(4-trifluoromethoxy-benzyl)-3H-imidazo[4,5-b]pyridin-2-yl]-propionamide C1(CC1)[C@H](C)NC(CCC1=NC=2C(=NC=CC2)N1CC1=CC=C(C=C1)OC(F)(F)F)=O